C(CCCCCCCCCCCCC)(=O)OC[C@H](COP(=O)(O)OCC(COC(CCN(C(C)C)C(=O)OC(C)(C)C)=O)OC(CCN(C(C)C)C(=O)OC(C)(C)C)=O)OC(CCCCCCCCCCCCC)=O (2R)-3-(((2,3-bis((3-((tert-butoxycarbonyl)(isopropyl)amino)propanoyl)oxy)-propoxy) (hydroxy)phosphoryl)oxy)propane-1,2-diyl ditetradecanoate